2-phenyl-3,5-di((R)-1-phenylallyl)pyridinemethansulfonic acid tin [Sn].C1(=CC=CC=C1)C1(NC=C(C=C1[C@H](C=C)C1=CC=CC=C1)[C@H](C=C)C1=CC=CC=C1)CS(=O)(=O)O